6-(1H-imidazol-1-yl)-N-(piperidin-4-yl)pyrazine-2-carboxamide N1(C=NC=C1)C1=CN=CC(=N1)C(=O)NC1CCNCC1